(Z)-N-(2-(Diethylamino)ethyl)-5-((6-fluoro-2-oxoindolin-3-ylidene)methyl)-2,4-dimethyl-1H-pyrrole-3-carboxamide C(C)N(CCNC(=O)C1=C(NC(=C1C)\C=C\1/C(NC2=CC(=CC=C12)F)=O)C)CC